N-{[2-fluoro-3-methoxy-6-(4-methyl-1,2,3-triazol-1-yl)phenyl]methyl}-1-[(2-isopropyl-3,4-dihydro-1H-isoquinolin-7-yl)methyl]-3-(methoxymethyl)pyrazole-4-carboxamide FC1=C(C(=CC=C1OC)N1N=NC(=C1)C)CNC(=O)C=1C(=NN(C1)CC1=CC=C2CCN(CC2=C1)C(C)C)COC